hexafluoro-phenylformate FC1C(C(C(C=C1)(C(=O)[O-])F)(F)F)(F)F